FC1=C(OC2=CC=C(C=C2)C=2N=C(N3C2C=NC=C3C)[C@H]3CN(CCC3)C(C=C)=O)C=CC=C1OC (R)-1-(3-(1-(4-(2-fluoro-3-methoxyphenoxy)phenyl)-5-methylimidazo[1,5-a]pyrazin-3-yl)piperidin-1-yl)prop-2-en-1-one